N,N-diethyl-azetidin-3-amine diformate C(=O)O.C(=O)O.C(C)N(C1CNC1)CC